C1(CC1)C1=C(C=CC(=C1)N1CCN(CC1)C)NC1=NC=C(C(N1)=O)C(F)F 2-((2-cyclopropyl-4-(4-methylpiperazin-1-yl)phenyl)amino)-5-(difluoromethyl)pyrimidin-4-one